triacetoxy-5-methoxy-6-allyl-coumarin C(C)(=O)OC1=C(C(=C2C(=C(C(OC2=C1)=O)OC(C)=O)OC(C)=O)OC)CC=C